C(C1=CC=CC=C1)N(CCO)CCCC(C)NC1=NC=NC2=CC(=CC=C12)Cl 2-(Benzyl(4-((7-chloroquinazolin-4-yl)amino)pentyl)amino)ethan-1-ol